3-(3-methyl-2-oxo-5-(1-(2-(piperazin-1-yl)acetyl)piperidin-4-yl)-2,3-dihydro-1H-benzo[d]imidazol-1-yl)piperidine-2,6-dione CN1C(N(C2=C1C=C(C=C2)C2CCN(CC2)C(CN2CCNCC2)=O)C2C(NC(CC2)=O)=O)=O